FC(COCCOCCOCC(COCCOCCOCC(F)(F)F)(COCCOCCOCC(F)(F)F)C)(F)F 1,1,1,21,21,21-hexafluoro-11-methyl-11-((2-(2-(2,2,2-trifluoroethoxy)ethoxy)ethoxy)methyl)-3,6,9,13,16,19-hexaoxahenicosane